4-(2-{[(4aS,7aR)-1-methyl-octahydro-1H-cyclopenta[b]pyridin-4a-yl]methoxy}-8-fluoro-4-[6-(hydroxymethyl)-1,4-oxazepan-4-yl]pyrido[4,3-d]pyrimidin-7-yl)-5-ethyl-6-fluoronaphthalen-2-ol CN1[C@H]2[C@@](CCC1)(CCC2)COC=2N=C(C1=C(N2)C(=C(N=C1)C1=CC(=CC2=CC=C(C(=C12)CC)F)O)F)N1CCOCC(C1)CO